2,2'-Dihydroxy-4,4-dimethoxybenzophenone OC1=C(C(=O)C2=C(C=CC=C2)O)C=CC(C1)(OC)OC